C(C)(=O)[O-].OCC[N+](C)(CCO)CCO tris(2-hydroxyethyl)methylammonium acetate